C=NCCOC N-methyl-yl-2-methoxyethylamine